ClC1=CC(=NC=C1)CNC(=O)C=1C(=NN(C1)CC1=CC=C(C=C1)CN1N=CC(=C1)C)C(F)(F)F N-[(4-chloropyridin-2-yl)methyl]-1-({4-[(4-methylpyrazol-1-yl)methyl]phenyl}methyl)-3-(trifluoromethyl)pyrazole-4-carboxamide